2-methyl-1,2,4-triazine-3,5(2H,4H)-dione CN1N=CC(NC1=O)=O